COC(CCC(C)=O)=S.C(CCC)[N+](C)(C)CCCCO butyl-(4-hydroxybutyl)dimethylammonium Methyl-2-acetylmethylthioacetate